CC(=NO)C1=CC(=CC=C1)C(F)(F)F 3-Trifluoromethylacetophenone oxime